NC1=NC(=C2N=CN(C2=N1)CC1=C(C=C(C=C1F)N)F)C1=CC=NC=C1 4-[2-amino-9-[(4-amino-2,6-difluoro-phenyl)methyl]Purin-6-yl]Pyridine